cis-N1-(5-(3-(2-methoxyethyl)-2-methyl-3H-imidazo[4,5-b]pyridin-5-yl)pyrrolo[2,1-f][1,2,4]triazin-2-yl)-N3,N3-dimethylcyclobutane-1,3-diamine COCCN1C(=NC=2C1=NC(=CC2)C=2C=CN1N=C(N=CC12)N[C@@H]1C[C@@H](C1)N(C)C)C